N-[(1R)-1-[2-[7-[(5R)-5-amino-2-methyl-hexahydropyridazine-1-carbonyl]-5-methoxy-3-methyl-imidazo[1,2-a]pyridin-2-yl]-1-(cyclopropylmethyl)pyrrolo[2,3-b]pyridin-6-yl]ethyl]benzamide N[C@@H]1CCN(N(C1)C(=O)C1=CC=2N(C(=C1)OC)C(=C(N2)C2=CC=1C(=NC(=CC1)[C@@H](C)NC(C1=CC=CC=C1)=O)N2CC2CC2)C)C